FC(C1=NN=C(S1)C1=NC=C2N1C=C(C=C2N2CC(N[C@H](C2)CO)(C)C)S(=O)(=O)NC2(CC2)C)F |o1:20| (R or S)-3-(5-(difluoromethyl)-1,3,4-thiadiazol-2-yl)-8-(5-(hydroxymethyl)-3,3-dimethylpiperazin-1-yl)-N-(1-methylcyclopropyl)imidazo[1,5-a]pyridine-6-sulfonamide